3-((6-methyl-2-((1-methyl-1H-indazol-6-yl)amino)quinazolin-4-yl)amino)propan-1-ol CC=1C=C2C(=NC(=NC2=CC1)NC1=CC=C2C=NN(C2=C1)C)NCCCO